((1r,4R)-4-hydroxy-4-(trifluoromethyl)cyclohexyl)-5-azaspiro[3.5]nonane-8-carboxamide OC1(CCC(CC1)C1CCC12NCCC(C2)C(=O)N)C(F)(F)F